C1(CC1)NC(C(C(CC1C(NCC1)=O)NC(C(CC(C)C)NC(C(C1=CC=CC=C1)(C1=CC=CC=C1)O)=O)=O)=O)=O N-(4-(cyclopropylamino)-3,4-dioxo-1-(2-oxopyrrolidin-3-yl)butan-2-yl)-2-(2-hydroxy-2,2-diphenylacetamido)-4-methylpentanamide